1,3-bis(2,6-diisopropylphenyl)-4,5-dihydro-1H-imidazol-3-ium chloride [Cl-].C(C)(C)C1=C(C(=CC=C1)C(C)C)N1C=[N+](CC1)C1=C(C=CC=C1C(C)C)C(C)C